1-methyl-3-(5-(perfluoroethyl)pyridazin-3-yl)-1-(2-(pyrazolo[5,1-b]thiazole-7-carbonyl)-2-azaspiro[3.3]heptan-6-yl)urea CN(C(=O)NC=1N=NC=C(C1)C(C(F)(F)F)(F)F)C1CC2(CN(C2)C(=O)C=2C=NN3C2SC=C3)C1